trans-1,4-bis(isocyanatomethyl)cyclohexane phenyl-(6-(3-(dimethylamino)azetidin-1-yl)pyridin-3-yl)carbamate C1(=CC=CC=C1)N(C(O)=O)C=1C=NC(=CC1)N1CC(C1)N(C)C.N(=C=O)C[C@@H]1CC[C@H](CC1)CN=C=O